N-(3-morpholin-4-yl-propyl)-benzamide N1(CCOCC1)CCCNC(C1=CC=CC=C1)=O